triisopropylsilyloxymethyl ether C(C)(C)[Si](OCOCO[Si](C(C)C)(C(C)C)C(C)C)(C(C)C)C(C)C